NC(CN1C(=NC=2C(=NC=3C=C(C=CC3C21)CC2=CC=CC=C2)N)COCC)(C)C 1-(2-amino-2-methylpropyl)-7-benzyl-2-(ethoxymethyl)imidazo[4,5-c]quinolin-4-amine